COC1=CC=CC(=N1)C1CCC(CC1)OC[C@]1(C[C@H](CC1)NS(=O)(=O)C)C(=O)OC methyl (1s,3S)-1-((((1s,4R)-4-(6-methoxypyridin-2-yl)cyclohexyl)oxy)methyl)-3-(methylsulfonamido)cyclopentane-1-carboxylate